ClC=1C=CC(=NC1)C#C 5-chloro-2-ethynylpyridine